{(4-methoxyphenyl)diphenylmethyl}amine COC1=CC=C(C=C1)C(C1=CC=CC=C1)(C1=CC=CC=C1)N